N(=[N+]=[N-])CCN1N=CC(=C1)NC=1SC=C(N1)C1=CC=C(C=C1)N1C(NCC1)=O 1-(4-{2-[1-(2-Azido-ethyl)-1H-pyrazol-4-ylamino]-thiazol-4-yl}-phenyl)-imidazolidin-2-one